D-Lactose monohydrat O.OC1[C@H](O)[C@@H](O)[C@H](O[C@H]2[C@H](O)[C@@H](O)[C@@H](O)[C@H](O2)CO)[C@H](O1)CO